[5-[[1-[2-(aminomethyl)-3,3-difluoro-allyl]-5-oxo-1,2,4-triazol-4-yl]methyl]-2-thienyl]-N,N-dimethyl-benzenesulfonamide trifluoroacetate salt FC(C(=O)O)(F)F.NCC(CN1N=CN(C1=O)CC1=CC=C(S1)C1=C(C=CC=C1)S(=O)(=O)N(C)C)=C(F)F